1-(((1S,4s)-4-aminocyclohexyl)methyl)-1H-benzo[d]imidazol-2(3H)-one NC1CCC(CC1)CN1C(NC2=C1C=CC=C2)=O